4-(4-carbamimidoylpiperazin-1-yl)-N-(4-(4-carbamimidoylpiperazin-1-yl)-2-methylphenyl)-3-methylbenzamide C(N)(=N)N1CCN(CC1)C1=C(C=C(C(=O)NC2=C(C=C(C=C2)N2CCN(CC2)C(N)=N)C)C=C1)C